NC1=C(C=C(C=C1)N)OCCOCCOCCOC1=C(C=CC(=C1)N)N 1,10-bis-(2,5-diaminophenyl)-1,4,7,10-tetraoxadecane